N,N,N',N'-tetraglycidyl-2,2'-diethyl-4,4'-methylenedianiline tert-butyl-(R)-(1-(6-cyano-5-(trifluoromethyl)pyridin-3-yl)pyrrolidin-3-yl)carbamate C(C)(C)(C)N(C(O)=O)[C@H]1CN(CC1)C=1C=NC(=C(C1)C(F)(F)F)C#N.C(C1CO1)N(C1=C(C=C(C=C1)CC1=CC(=C(N(CC2CO2)CC2CO2)C=C1)CC)CC)CC1CO1